ClC1=CC2=C(S1)[C@@]1(C[C@@H](N(CC1)C(C(F)(F)F)=O)C)OC[C@H]2O 1-[(2'S,4S,7R)-2-chloro-4-hydroxy-2'-methyl-spiro[4,5-dihydrothieno[2,3-c]pyran-7,4'-piperidine]-1'-yl]-2,2,2-trifluoro-ethanone